2-(bromomethyl)-5-chloro-benzonitrile BrCC1=C(C#N)C=C(C=C1)Cl